FC1=C(C=CC(=C1)F)C1=C(C=C2C(=NC(NC2=C1SC[C@@H](CN1CCN(CC1)C(=O)OCC1=CC=CC=C1)O)=O)O)C(F)(F)F benzyl 4-((2R)-3-((7-(2,4-difluorophenyl)-4-hydroxy-2-oxo-6-(trifluoromethyl)-1,2-dihydroquinazolin-8-yl)thio)-2-hydroxypropyl)piperazine-1-carboxylate